O.C(C)(=O)[O-].[Lu+3].C(C)(=O)[O-].C(C)(=O)[O-] lutetium(III) acetate hydrate